n-hexacosyl docosanoate C(CCCCCCCCCCCCCCCCCCCCC)(=O)OCCCCCCCCCCCCCCCCCCCCCCCCCC